1,2,4-cyclohexanetricarboxylic acid-1,2-anhydride C12C(CC(CC1)C(=O)O)C(=O)OC2=O